N1=C(N=CC2=NC(=C(N=C12)O)O)O 2,6,7-pteridinetriol